N-(4-methoxy-2-methylphenyl)cyclopropanecarboximidamide COC1=CC(=C(C=C1)NC(=N)C1CC1)C